BrC(C(=O)NC=1C=C2C=CC=NC2=CC1)C1=CC(=C(C=C1)F)F 2-bromo-2-(3,4-difluorophenyl)-N-(quinolin-6-yl)acetamide